C1N(CC2=NC=3CCCCC3C=C21)C(C)=O 1-(1,3,5,6,7,8-hexahydro-pyrrolo[3,4-b]quinolin-2-yl)-ethanone